2,3-dimethoxy-5-(4-nitro-imidazol-1-yl)-benzamide COC1=C(C(=O)N)C=C(C=C1OC)N1C=NC(=C1)[N+](=O)[O-]